C(COCOCC#N)#N 3,5-dioxa-heptanedinitrile